C[Si](C)(C)CC#CC1=CC(=CC=C1)C#CC[Si](C)(C)C 1,3-bis[(trimethylsilylmethyl)ethynyl]benzene